FC1(CN(C1)C1CCC(CC1)N)C 4-(3-fluoro-3-methylazetidin-1-yl)cyclohexan-1-amine